2-(4-chloro-2-fluorobenzyl)-6-(piperidin-4-yloxy)pyridine TFA salt OC(=O)C(F)(F)F.ClC1=CC(=C(CC2=NC(=CC=C2)OC2CCNCC2)C=C1)F